glycerol caprylate butyrate C(CCC)(=O)OC(COC(CCCCCCC)=O)CO